(2R,5S)-4-(7-(4-Chloropyridin-2-yl)-5-(difluoromethoxy)-7H-pyrrolo[2,3-d]pyrimidin-4-yl)-2,5-dimethylpiperazine-1-carboxylic acid tert-butyl ester C(C)(C)(C)OC(=O)N1[C@@H](CN([C@H](C1)C)C=1C2=C(N=CN1)N(C=C2OC(F)F)C2=NC=CC(=C2)Cl)C